2-(2,6-dioxopiperidin-3-yl)-4-(4-(piperazin-1-ylmethyl)piperidin-1-yl)isoindole-1,3-dione hydrochloride Cl.O=C1NC(CCC1N1C(C2=CC=CC(=C2C1=O)N1CCC(CC1)CN1CCNCC1)=O)=O